CS(=O)(=O)OC(C[C@H](CCNC(=O)OC(C)(C)C)O[Si](C)(C)C(C)(C)C)C1=C(C=C(C=C1F)C(F)(F)F)Cl (3s)-5-((tert-butoxycarbonyl)amino)-3-((tert-butyldimethylsilyl)oxy)-1-(2-chloro-6-fluoro-4-(trifluoromethyl)phenyl)pentyl methanesulfonate